N-[3-chloro-4-[4-(piperidine-4-carbonyl)piperazine-1-carbonyl]phenyl]-5-[3-fluoro-4-[1-(2-methoxy-ethyl)-5-methyl-pyrazol-4-yl]-2-methyl-phenyl]-1-methyl-imidazole-2-carboxamide ClC=1C=C(C=CC1C(=O)N1CCN(CC1)C(=O)C1CCNCC1)NC(=O)C=1N(C(=CN1)C1=C(C(=C(C=C1)C=1C=NN(C1C)CCOC)F)C)C